ClC=1C(=NC=C(C1)CO)NC(=S)NC(OCC)=O ethyl ({[3-chloro-5-(hydroxymethyl)pyridin-2-yl]amino}carbonothioyl)carbamate